(2S,4aS,4bS,6aR,7S,7aS,8aR,8bS,8cR,10aS)-2-ethyl-7-((R)-6-hydroxy-6-methylheptan-2-yl)-4a,6a-dimethyloctadecahydrocyclopropa[4,5]cyclopenta[1,2-a]phenanthren-2-ol C(C)[C@@]1(CC[C@@]2([C@H]3CC[C@]4([C@H]([C@@H]3CC[C@H]2C1)[C@H]1[C@@H]([C@@H]4[C@H](C)CCCC(C)(C)O)C1)C)C)O